C(CCC)(=O)N[C@H]1C(O)O[C@@H]([C@@H]([C@@H]1O)O)CO 2-N-butyrylgalactosamine